OC=1C=C(C2=CC=CC=C2C1)C1=CC=C2C=C(NC2=C1)C1CN(C1)C(C=C)=O 1-(3-(6-(3-hydroxynaphthalen-1-yl)-1H-indol-2-yl)azetidin-1-yl)prop-2-en-1-one